N(=NC(CCC(=O)O)(C(=O)O)C#N)C(CCC(=O)O)(C(=O)O)C#N 4,4'-azobis(4-cyanoglutaric acid)